ClC1=C(C=CC=C1)C=1N(C2=NC(=NC(=C2N1)N1CCC(CC1)C(F)(F)F)N(CCO)C)C1=CC=C(C=C1)Cl 1-[[8-(2-chlorophenyl)-9-(4-chlorophenyl)-6-[4-(trifluoromethyl)-1-piperidyl]purin-2-yl]-methyl-amino]-ethan-2-ol